BrC=1C=2C=CC=3N(C2N=C(C1)C(C)C)C=C(N3)C(=O)[O-].[Li+] lithium 4-bromo-2-isopropylimidazo[1,2-a][1,8]naphthyridine-8-carboxylate